OC1=NC(NC(=C1CCC)C)=S 4-hydroxy-6-methyl-5-propyl-1H-pyrimidine-2-thione